C(C)OC(=O)C=1C(=NN2C1N=CC=C2)N 2-Aminopyrazolo[1,5-a]pyrimidine-3-carboxylic acid ethyl ester